3-(4-fluorophenyl)-5-methoxy-1-phenyl-1H-benzo[g]indazole FC1=CC=C(C=C1)C1=NN(C2=C3C(=C(C=C12)OC)C=CC=C3)C3=CC=CC=C3